tert-butyl (R)-3-((8-methylisoquinolin-1-yl)amino)azepane-1-carboxylate CC=1C=CC=C2C=CN=C(C12)N[C@H]1CN(CCCC1)C(=O)OC(C)(C)C